C(C1=CC=CC=C1)N1C=2C=CC=C(C2C=2C(=CC(=CC12)OC)OCCNS(=O)(=O)C)C(=O)N 9-benzyl-4-(2-methanesulfonamido)ethoxy-2-methoxycarbazole-5-carboxamide